C(C)(C)N1C=NC(=C1)C(=O)CC(C(=O)N1CC2(C1)CNC2)(C)C 1-Isopropyl-1H-imidazole-4-carbonyl-2,6-diazaspiro[3.3]heptan-2-yl-2,2-dimethylpropan-1-one